C(C)OC(NC1=C(C=C(C=C1)CNC1=CC=C(C=C1)C(F)(F)F)N)=O {2-Amino-4-[(4-trifluoromethylphenylamino)-methyl]-phenyl}-carbamic acid ethyl ester